(6-(4-Fluorophenyl)-1H-pyrazolo[4,3-b]pyridin-1-yl)acetic acid FC1=CC=C(C=C1)C=1C=C2C(=NC1)C=NN2CC(=O)O